BrC=1C2=CN(N=C2C(=C(C1)F)N(CC(=O)OCC)S(N)(=O)=O)CC1=CC=C(C=C1)OC ethyl N-(4-bromo-6-fluoro-2-(4-methoxybenzyl)-2H-indazol-7-yl)-N-sulfamoylglycinate